1-bromo-5-fluoro-2-iodo-3-(trifluoromethyl)benzene BrC1=C(C(=CC(=C1)F)C(F)(F)F)I